C1(CC1)C1=CC=C(C=N1)C1=NN2C(N=CC=C2)=C1C(=O)OCC Ethyl 2-(6-cyclopropylpyridin-3-yl)pyrazolo[1,5-a]pyrimidine-3-carboxylate